C(CCC\C=C/C\C=C/C\C=C/C\C=C/C\C=C/CC)(=O)Cl (5Z,8Z,11Z,14Z,17Z)-icosa-5,8,11,14,17-pentaenoyl chloride